C1(CC2C(CC1)O2)C(=O)OCCOC(=O)C2CC1C(CC2)O1 ethylene bis(3,4-epoxycyclohexyl formate)